O1[C@H](COCC1)CN1N=C2C3=C(CC4(C2=C1)CC4)OC(=C3C)C(=O)NC[C@H]3OCCC3 2'-[(2S)-1,4-Dioxan-2-ylmethyl]-8'-methyl-N-[(2S)-tetrahydrofuran-2-ylmethyl]-2',5'-dihydrospiro[cyclopropan-1,4'-furo[2,3-g]indazol]-7'-carboxamid